(3Z)-3,13-octadecadienyloxymethyl ether C(C\C=C/CCCCCCCCC=CCCCC)OCOCOCC\C=C/CCCCCCCCC=CCCCC